5-(methylamino)benzoic acid methyl ester COC(C1=CC=CC(=C1)NC)=O